indium cadmium [Cd].[In]